CC([C@H](N)C(=O)O)(C)CC β-methyl-isoleucine